(S)-3-(3-(benzyloxy)cyclobutyl)-6-chloro-1-(6-(3-methoxytetrahydrofuran-3-yl)-4-methylpyridin-2-yl)-1H-pyrazolo[4,3-c]pyridine C(C1=CC=CC=C1)OC1CC(C1)C1=NN(C2=C1C=NC(=C2)Cl)C2=NC(=CC(=C2)C)[C@@]2(COCC2)OC